Cl.C1(=CC=C(C=C1)NC1CCNCC1)C N-(p-tolyl)piperidin-4-amine hydrochloride